N-(3-oxo-1,3-dihydro-isobenzofuran-5-yl)-2-chloro-3-trifluoromethyl-benzamide O=C1OCC2=CC=C(C=C12)NC(C1=C(C(=CC=C1)C(F)(F)F)Cl)=O